2,4,6-trimethyl-1-((4-methylpentyl)oxy)pyridin-1-ium 4-methylbenzenesulfonate CC1=CC=C(C=C1)S(=O)(=O)[O-].CC1=[N+](C(=CC(=C1)C)C)OCCCC(C)C